BrC1=CC(=CC2=C1N(C=N2)CCC[C@H]2NCCC[C@@H]2O)C(F)(F)F (2R,3S)-2-(3-(7-bromo-5-(trifluoromethyl)-1H-benzo[d]imidazol-1-yl)propyl)piperidin-3-ol